2-(3-bromophenyl)-2-cyclobutylacetyl-hydrazine BrC=1C=C(C=CC1)C(C(=O)NN)C1CCC1